N-phenylcarbamic acid (octadecylphenyl) ester C(CCCCCCCCCCCCCCCCC)C1=C(C=CC=C1)OC(NC1=CC=CC=C1)=O